BrC=1C=C(C2=C(NC(=N2)CCl)C1)C(=O)O 6-bromo-2-(chloromethyl)-1H-benzo[d]Imidazole-4-carboxylic acid